CC1=CN=NC(=C1C)N1CC=2C=C(C=NC2CC1)C1=CN=CS1 4,5-dimethyl-6-(3-thiazol-5-yl-7,8-dihydro-5H-1,6-naphthyridin-6-yl)pyridazine